(3S,7aS)-3-((cyclopent-1-en-1-ylmethoxy)methyl)tetrahydro-1H-pyrrolizine C1(=CCCC1)COC[C@@H]1CCC2=CCCN12